N1(C=NC=C1)CCCNCC=1C=CC=2N(C3=CC=CC=C3C2C1)CC 3-(1H-imidazol-1-yl)-N-((9-ethyl-9H-carbazol-3-yl)methyl)propylamine